(5-methylthiazol-4-yl)-6-(3-morpholinopropoxy)-2-(pyrimidin-5-yl)-1H-inden-1-one CC1=C(N=CS1)C1=C(C(C2=CC(=CC=C12)OCCCN1CCOCC1)=O)C=1C=NC=NC1